C(C)(=O)OC=1C(=NC=CC1OC)C(=O)N[C@H](C(=O)O[C@H]([C@@H](C)C1=C(C=CC=C1C)C)C)C [(1S,2S)-2-(2,6-dimethylphenyl)-1-methyl-propyl] (2S)-2-[(3-acetoxy-4-methoxy-pyridine-2-carbonyl)amino]propanoate